4-(methylsulfonyl)-1H-pyrazole CS(=O)(=O)C=1C=NNC1